Kalium 3-[[4-[2-chloro-[[1-[(4-fluorophenyl)carbamoyl] cyclopropanecarbonyl] amino]phenoxy]-6-methoxy-7-quinolyl]oxy]propionat ClC1=C(OC2=CC=NC3=CC(=C(C=C23)OC)OCCC(=O)[O-])C=CC=C1NC(=O)C1(CC1)C(NC1=CC=C(C=C1)F)=O.[K+]